OC1=NN2C(C=CC=C2)=C1C(=O)NC1=C(C(=C(C(=C1F)F)C=1C=NC=CC1)F)F 2-hydroxy-N-(2,3,5,6-tetrafluoro-4-(pyridin-3-yl)phenyl)pyrazolo[1,5-a]Pyridine-3-carboxamide